methyl N-[5-[6-[(4-chloro-3-methoxy-phenyl)-methyl-carbamoyl] imidazo[1,2-a]pyridin-3-yl]-2-pyridyl]carbamate ClC1=C(C=C(C=C1)N(C(=O)C=1C=CC=2N(C1)C(=CN2)C=2C=CC(=NC2)NC(OC)=O)C)OC